5-hydroxy-2-methyl-pentanoic acid OCCCC(C(=O)O)C